bis(4-fluorophenyl)iodonium FC1=CC=C(C=C1)[I+]C1=CC=C(C=C1)F